2-((3-methyl-1-(8-methyl-8-azabicyclo[3.2.1]octan-3-yl)-1H-pyrazol-4-yl)amino)-4-((3-(4-methyl-2-oxo-1,4-diazepan-1-yl)propyl)amino)pyrimidine-5-carbonitrile CC1=NN(C=C1NC1=NC=C(C(=N1)NCCCN1C(CN(CCC1)C)=O)C#N)C1CC2CCC(C1)N2C